C12C3CC4C(CC3C(CC1)C2)O4 4,5-epoxy-tricyclo[6.2.1.02,7]undecane